FC1=CC=C(C=C1)N1C(=C(C2=C(C=CC=C12)O)C1=CC=C(C(=O)O)C=C1)C1CN(CCC1)S(=O)(=O)C(F)(F)F 4-[1-(4-fluorophenyl)-4-hydroxy-2-[1-(trifluoromethylsulfonyl)-3-piperidyl]indol-3-yl]benzoic acid